C(#N)C=1C=C(C(=NC1)[C@@H](C)NC(C(F)(F)C=1C(NC2=CC=C(C(=C2C1)C#N)F)=O)=O)F N-[(1R)-1-(5-cyano-3-fluoropyridin-2-yl)ethyl]-2-(5-cyano-6-fluoro-2-oxo-1H-quinolin-3-yl)-2,2-difluoroacetamide